C(C)(=O)[O-].OCC[N+](C)(C)C 2-Hydroxyethyl-trimethyl-ammonium acetat